dimethyl 2-[(5-decoxymethyl-2-furanyl)methyl]propanedioate C(CCCCCCCCC)OCC1=CC=C(O1)CC(C(=O)OC)C(=O)OC